N-[4-[4-[[2-(4-chlorophenyl)-4,4-dimethylcyclohexen-1-yl]methyl]piperazin-1-yl]phenyl]sulfonyl-5-fluoro-6-(1,3,5-trimethylpyrazol-4-yl)pyridine-2-carboxamide ClC1=CC=C(C=C1)C1=C(CCC(C1)(C)C)CN1CCN(CC1)C1=CC=C(C=C1)S(=O)(=O)NC(=O)C1=NC(=C(C=C1)F)C=1C(=NN(C1C)C)C